C1(=CC=CC=C1)[SiH](C1=CC=CC=C1)[Hf](C1=CCC=2C=C3C(=CC12)C(CCC3(C)C)(C)C)C3=CCC=1C=C2C(=CC31)C(CCC2(C)C)(C)C diphenylsilyl-bis(5,5,8,8-tetramethyl-5,6,7,8-tetrahydrobenz(f)indenyl)hafnium